N-((4-chlorophenyl)(cyclopropyl-methyl)(oxo)-λ6-sulfaneylidene)-4-(5-(trifluoromethyl)-1,2,4-oxadiazol-3-yl)benzamide ClC1=CC=C(C=C1)S(=NC(C1=CC=C(C=C1)C1=NOC(=N1)C(F)(F)F)=O)(=O)CC1CC1